1-isopropyl-2-(t-butylperoxy)benzene C(C)(C)C1=C(C=CC=C1)OOC(C)(C)C